3-(3-Fluoropyridin-2-yl)prop-2-yn-1-ol FC=1C(=NC=CC1)C#CCO